(E)-2-methyl-N-(pyridin-2-ylmethylene)propane-2-sulfinamide CC(C)(C)S(=O)/N=C/C1=NC=CC=C1